(Biphenyl-3-yl)-4-(thiophen-2-yl)pyrrolidine-3-carboxamide hydrochloride Cl.C1(=CC(=CC=C1)N1CC(C(C1)C=1SC=CC1)C(=O)N)C1=CC=CC=C1